{4-[4-(4-bromo-3-methoxy-phenylcarbamoyl)-benzoylamino]-benzyl}-carbamic acid tert-butyl ester C(C)(C)(C)OC(NCC1=CC=C(C=C1)NC(C1=CC=C(C=C1)C(NC1=CC(=C(C=C1)Br)OC)=O)=O)=O